ClC=1C(=NC=CC1)N1N=C(C=C1C1=NC2=C(C(O1)=O)C1=C(C=C2C)N=NN1)OC 7-[2-(3-chloro-2-pyridinyl)-5-methoxy-pyrazol-3-yl]-5-methyl-1H-triazolo[4,5-f][3,1]benzoxazin-9-one